tert-butyl 4-(6-bromopyridazin-3-yl)piperazine-1-carboxylate BrC1=CC=C(N=N1)N1CCN(CC1)C(=O)OC(C)(C)C